CC1=NC(=CC(=N1)NC1=NN2C(C=C(C=C2)C2=C(C=NC(=C2)C)OC[C@H](O)C2(CC2)C)=C1)C (R)-2-[[4-[2-[(2,6-dimethylpyrimidin-4-yl)amino]pyrazolo[1,5-a]pyridin-5-yl]-6-methyl-3-pyridyl]oxy]-1-(1-methylcyclopropyl)ethanol